CC(CC(C)(C)C)(C)C1=CC=C(OCCOCCO)C=C1 2-(2-[4-(1,1,3,3-Tetramethylbutyl)phenoxy]ethoxy)ethanol